CN(C(C)=O)C=1C(=NC=C(C1)C(F)(F)F)NC=1SC=C(N1)C=1C=C2C(=CN1)N(C(C2)(C)C)C N-methyl-N-(5-(trifluoromethyl)-2-(4-(1,2,2-trimethyl-2,3-dihydro-1H-pyrrolo[2,3-c]pyridin-5-yl)thiazol-2-ylamino)pyridin-3-yl)acetamide